C(C)C=1C=C(C(=C(C1)B(O)O)OC)F (5-ethyl-3-fluoro-2-methoxyphenyl)boronic acid